tert-butylbenzamide potassium [K].C(C)(C)(C)C1=C(C(=O)N)C=CC=C1